2-(3-(trifluoromethyl)bicyclo[1.1.1]pentane-1-carboxamido)butanoic acid FC(C12CC(C1)(C2)C(=O)NC(C(=O)O)CC)(F)F